C1(CC1)C1=CC=C(C2=CC=CC=C12)N1C(=NC2=C(C1=O)C=CS2)S (4-cyclopropylnaphthalen-1-yl)-2-mercaptothieno[2,3-d]pyrimidin-4(3H)-one